methyl (S)-3-(9-((4-(((tert-butoxycarbonyl)amino)methyl)phenyl)carbamoyl)-4,5-dihydrobenzo[b]thieno[2,3-d]oxepin-8-yl)-6-((1-(tert-butoxycarbonyl)piperidin-3-yl)carbamoyl)picolinate C(C)(C)(C)OC(=O)NCC1=CC=C(C=C1)NC(=O)C1=CC2=C(OCCC3=C2SC=C3)C=C1C=1C(=NC(=CC1)C(N[C@@H]1CN(CCC1)C(=O)OC(C)(C)C)=O)C(=O)OC